Ethyl-6-[[1-(9H-fluoren-9-ylmethoxycarbonyl)-4-piperidyl]oxy]-4-hydroxy-quinoline-3-carboxylate C(C)OC(=O)C=1C=NC2=CC=C(C=C2C1O)OC1CCN(CC1)C(=O)OCC1C2=CC=CC=C2C=2C=CC=CC12